omega-aminolauric acid C(CCCCCC(=O)O)CCCCCN